(E)-3-(3,4-difluorophenyl)acryloyl azide FC=1C=C(C=CC1F)/C=C/C(=O)N=[N+]=[N-]